6-chloro-1,4-diisopropyl-1H-pyrazolo[3,4-d]pyrimidine ClC1=NC(=C2C(=N1)N(N=C2)C(C)C)C(C)C